6-(2-(((1R,4r)-4-hydroxy-4-methylcyclohexyl)amino)-4-methoxypyrrolo[2,1-f][1,2,4]triazin-5-yl)-N-methylimidazo[1,2-a]pyridine-3-carboxamide OC1(CCC(CC1)NC1=NN2C(C(=N1)OC)=C(C=C2)C=2C=CC=1N(C2)C(=CN1)C(=O)NC)C